5-ethynyl-2-((4-(4-(3-(methoxymethyl)azetidin-1-yl)piperidin-1-yl)phenyl)amino)-8-phenylpyrido[2,3-d]pyrimidin-7(8H)-one C(#C)C1=CC(N(C=2N=C(N=CC21)NC2=CC=C(C=C2)N2CCC(CC2)N2CC(C2)COC)C2=CC=CC=C2)=O